O[C@H]1[C@@H](CCCC1)C[N+]1=NOC(=C1)[N-]C(NC1=CC(=CC(=C1)C(F)(F)F)NC(CC1=C(C=CC=C1)C)=O)=O (3-(((1S,2R)-2-Hydroxycyclohexyl)methyl)-1,2,3-oxadiazol-3-ium-5-yl)((3-(2-(o-tolyl)acetamido)-5-(trifluoromethyl)phenyl)-carbamoyl)amide